(5S)-5-amino-1'-[7-(2,3-difluorophenyl)-6-methyl-pyrazolo[1,5-a]pyrazin-4-yl]spiro[5,7-dihydro-cyclopenta[b]pyridin-6,4'-piperidin]-2-ol hydrochloride Cl.N[C@@H]1C=2C(=NC(=CC2)O)CC12CCN(CC2)C=2C=1N(C(=C(N2)C)C2=C(C(=CC=C2)F)F)N=CC1